5-{2-acetamidoimidazo[1,2-b]pyridazin-6-yl}-N-{[2-fluoro-6-(oxan-4-yloxy)phenyl]methyl}-2-methoxypyridine-3-carboxamide C(C)(=O)NC=1N=C2N(N=C(C=C2)C=2C=C(C(=NC2)OC)C(=O)NCC2=C(C=CC=C2OC2CCOCC2)F)C1